methyl (S)-2-((S)-2,2-dimethylcyclopropane-1-carbonyl)-6-(pyrazin-2-ylmethyl)-2,6-diazaspiro[3.4]octane-8-carboxylate CC1([C@H](C1)C(=O)N1CC2(C1)CN(C[C@H]2C(=O)OC)CC2=NC=CN=C2)C